NC1=CC(=C(C(=O)N)C=C1)S(NCCC1=NC=CC=C1)(=O)=O 4-amino-2-[2-(2-pyridyl)ethylsulfamoyl]benzamide